Methyl (E)-2-[(2-methylpropan-2-yl)oxycarbonylamino]-3-(1-nitronaphthalen-2-yl)prop-2-enoate CC(C)(C)OC(=O)N\C(\C(=O)OC)=C\C1=C(C2=CC=CC=C2C=C1)[N+](=O)[O-]